2-(2-Chlorophenyl)-N-{3-sulfamoyl-4-[5-(trifluoromethoxy)pyridin-3-yl]phenyl}acetamide ClC1=C(C=CC=C1)CC(=O)NC1=CC(=C(C=C1)C=1C=NC=C(C1)OC(F)(F)F)S(N)(=O)=O